ClC=1C=C(C=CC1)NC(=O)NC1=C(C=CC(=C1)OC)C(=O)NN 1-(3-chlorophenyl)-3-(2-hydrazinocarbonyl-5-methoxyphenyl)-urea